C(C)C1N(C(C(=C1)O)=O)C[C@@H]1N(CCC1)C(=O)OC(C)(C)C |r| ethyl-1-{[(±)-1-(tert-butoxycarbonyl)pyrrolidin-2-yl]methyl}-4-hydroxy-5-oxo-2,5-dihydro-1H-pyrrole